2-(2'-ethyl-2-fluoro-4'-((6-(methylsulfonyl)-2,6-diazaspiro[3.3]heptan-2-yl)methyl)-[1,1'-biphenyl]-4-yl)-1,1,1,3,3,3-hexafluoropropan-2-ol C(C)C1=C(C=CC(=C1)CN1CC2(C1)CN(C2)S(=O)(=O)C)C2=C(C=C(C=C2)C(C(F)(F)F)(C(F)(F)F)O)F